CC=1C(N(C=CC1)C1CC(C1)(F)F)=O methyl-1-(3,3-difluorocyclobutyl)-2-oxo-1,2-dihydropyridine